FC(C(=O)O)(F)F.ClC1=CC=C(C[C@@H]2N(C[C@@H](OC2)CN2N=CC(=C2)F)C2CCN(CC2)C=2NC(=NN2)N)C=C1 5-(4-((2R,5S)-5-(4-chlorobenzyl)-2-((4-fluoro-1H-pyrazol-1-yl)methyl)-morpholino)piperidin-1-yl)-4H-1,2,4-triazol-3-amine 2,2,2-trifluoroacetate